1-bromo-2,4-difluoro-3-nitro-benzene BrC1=C(C(=C(C=C1)F)[N+](=O)[O-])F